OC=1C=C(C2=CC=CC=C2C1)C1=CC=C2C(=NC(=NC2=C1)OCC12CCCN2CCC1)N1C[C@H]2CC[C@@H](C1)N2C(=O)C2=CC(=NC(N2)=O)C 6-((1R,5S)-3-(7-(3-hydroxynaphthalen-1-yl)-2-((tetrahydro-1H-pyrrolizin-7a(5H)-yl)methoxy)quinazolin-4-yl)-3,8-diazabicyclo[3.2.1]octane-8-carbonyl)-4-methylpyrimidin-2(1H)-one